(R)-N-(4-((7-cyano-2-((4,4-difluoro-4,5,6,7-tetrahydropyrazolo[1,5-a]pyridin-2-yl)amino)-1-methyl-1H-imidazo[4,5-b]pyridin-6-yl)oxy)pyridin-2-yl)-3-hydroxypyrrolidine-1-carboxamide C(#N)C1=C2C(=NC=C1OC1=CC(=NC=C1)NC(=O)N1C[C@@H](CC1)O)N=C(N2C)NC2=NN1C(C(CCC1)(F)F)=C2